C(C)(C)(C)C=1C=C(ON2NC(=CC(=N2)OC2=CC(=C(C(=C2)C(C)(C)C)O)C(C)(C)C)OC2=CC(=C(C(=C2)C(C)(C)C)O)C(C)(C)C)C=C(C1O)C(C)(C)C 2,4,6-Tris(3,5-di-tert-butyl-4-hydroxy-phenoxy)-1,2,3-triazin